thidiazine S1NN=CC=C1